7-(((3aR,4R,6R,6aR)-2,2,3a-trimethyl-6-(4-methyl-7H-pyrrolo[2,3-d]pyrimidin-7-yl)tetrahydrofuro[3,4-d][1,3]dioxol-4-yl)methoxy)-N-tritylquinolin-2-amine CC1(O[C@]2([C@@H](O1)[C@@H](O[C@@H]2COC2=CC=C1C=CC(=NC1=C2)NC(C2=CC=CC=C2)(C2=CC=CC=C2)C2=CC=CC=C2)N2C=CC1=C2N=CN=C1C)C)C